5-fluoro-N-isopropyl-N-methyl-2-((4-(7-((2-oxo-2,3-dihydro-1H-benzo[d]imidazol-5-yl)methyl)-2,7-diazaspiro[4.4]nonan-2-yl)pyrimidin-5-yl)oxy)benzamide FC=1C=CC(=C(C(=O)N(C)C(C)C)C1)OC=1C(=NC=NC1)N1CC2(CC1)CN(CC2)CC2=CC1=C(NC(N1)=O)C=C2